4-((N-(1,1-dioxido-2,3-dihydrothiophen-3-yl)-2-(2-fluoro-4-(2-methyl-1H-pyrrol-1-yl)phenyl)acetamido)methyl)-N-methyl-N-(prop-2-yn-1-yl)benzamide O=S1(CC(C=C1)N(C(CC1=C(C=C(C=C1)N1C(=CC=C1)C)F)=O)CC1=CC=C(C(=O)N(CC#C)C)C=C1)=O